3,5-di-tert-butyl-1,2-dimethoxybenzene C(C)(C)(C)C=1C(=C(C=C(C1)C(C)(C)C)OC)OC